C12(CC(C1)C2)NC(=O)C=2C(N(C1=NC=CC=C1C2O)CC2=CC=C(C=C2)F)=O N-(1-bicyclo[1.1.1]pentanyl)-1-[(4-fluorophenyl)methyl]-4-hydroxy-2-oxo-1,8-naphthyridine-3-carboxamide